3'-Bromobenzo[1',2'-b]-1,4-diazabicyclo[2.2.2]octene C1CN2CCN1C3=C2C(=CC=C3)Br